CC1C(CC2C(C2C1)(C)C)O 4,7,7-trimethylbicyclo[4.1.0]heptane-3-ol